O=C(OCC(OC(=O)CCCCCCCCCCC)COC(=O)CCCCCCCCCCC)CCCCCCCCCCC trilaurin